FC1=CC=C(C=C1)CCC(=O)OC methyl 3-(4-fluorophenyl)propanoate